CC1=CC=C(C=C1)[Si](OC)(OC)OC p-Methylphenyltrimethoxysilane